2-(thien-3-yl)ethane-1,1-d2-1-ol S1C=C(C=C1)CC(O)([2H])[2H]